2-acetamido-3-(6-bromo-1H-indol-3-yl)propanoic acid C(C)(=O)NC(C(=O)O)CC1=CNC2=CC(=CC=C12)Br